2-chloro-4-(1-(1-(1-(4-fluorophenyl)cyclopentanecarbonyl)piperidin-4-yl)azetidin-3-ylamino)-N,N-dimethylbenzamide ClC1=C(C(=O)N(C)C)C=CC(=C1)NC1CN(C1)C1CCN(CC1)C(=O)C1(CCCC1)C1=CC=C(C=C1)F